(R)-2-formyl-morpholine-4-carboxylic acid tert-butyl ester C(C)(C)(C)OC(=O)N1C[C@@H](OCC1)C=O